C(N)(OC[C@@H]1C[C@H]2N([C@@H](OC2)C2=CC=CC=C2)C1=O)=O (((3s,6s,7ar)-5-oxo-3-phenyltetrahydro-1h,3h-pyrrolo[1,2-c]oxazol-6-yl) methyl) carbamate